(5-chloro-2-((1-(1-pivaloylpiperidin-4-yl)-1H-pyrazol-4-yl)amino)pyrimidin-4-yl)benzoic acid ClC=1C(=NC(=NC1)NC=1C=NN(C1)C1CCN(CC1)C(C(C)(C)C)=O)C1=C(C(=O)O)C=CC=C1